[Si](C)(C)(C(C)(C)C)C1=NN2C(OCCC2)=C1S(=O)(NC(NC1=C(C=C(C=C1C)F)C1=CC(=NC=C1)OC)=O)=N (tert-butyldimethylsilyl)-N-((4-fluoro-2-(2-methoxypyridin-4-yl)-6-methylphenyl)carbamoyl)-6,7-dihydro-5H-pyrazolo[5,1-b][1,3]oxazine-3-sulfonimidamide